CC1=C(C(=O)N/N=C(\C)/C2=NC=CC=C2)C=CC=C1 (E)-2-methyl-N'-(1-(pyridin-2-yl)ethylidene)benzohydrazide